C(C)(=O)C1=C2C(=NC(=C1)C(=O)OC)C(CO2)(C)C methyl 7-acetyl-3,3-dimethyl-2H-furo[3,2-b]pyridine-5-carboxylate